(2R,5S)-2-(1-(4-bromophenyl)-3-(4-fluorophenyl)-1H-pyrazol-4-yl)-3-(3,4-diaminophenethyl)-5-methyloxazolidin-4-one BrC1=CC=C(C=C1)N1N=C(C(=C1)[C@H]1O[C@H](C(N1CCC1=CC(=C(C=C1)N)N)=O)C)C1=CC=C(C=C1)F